ClC1=C2C=C(N(C2=CC=C1Cl)C)C(=O)N[C@@]1(COCC1)C1=CC(=C(C(=O)O)C=C1)CC |r| (±)-4-[3-[(4,5-Dichloro-1-methyl-indole-2-carbonyl)amino]tetrahydro-furan-3-yl]-2-ethyl-benzoic acid